N1N=CC(=C1)C=1C=CC=2N(C1OC1CCOCC1)N=C(N2)N[C@H]2CN(CCC2)C(=O)C2=CC=C(C=C2)NC(C=C)=O (R)-N-(4-(3-((6-(1H-pyrazol-4-yl)-5-((tetrahydro-2H-pyran-4-yl)oxy)-[1,2,4]triazolo[1,5-a]pyridin-2-yl)amino)piperidine-1-carbonyl)phenyl)acrylamide